Methylbenzoyl-quinolinone (S)-(+)-dimethyl-(3-methyl-2-oxo-8-phenyloctyl)phosphonate COP(OC)(=O)CC([C@H](CCCCCC1=CC=CC=C1)C)=O.CC1=C(C(NC2=CC=CC=C12)=O)C(C1=CC=CC=C1)=O